[C@H]12NC[C@H]([C@H](C1)OC=1C=3N(C=C(N1)C=1C=NN(C1)C)N=CC3)C2 |r| racemic-4-(((1R,4R,5S)-2-azabicyclo[2.2.1]heptan-5-yl)oxy)-6-(1-methyl-1H-pyrazol-4-yl)pyrazolo[1,5-a]pyrazine